[2,2'-thiobis(4-tert-octylphenolate)] nickel [Ni+2].S(C1=C(C=CC(=C1)C(C)(C)CC(C)(C)C)[O-])C1=C(C=CC(=C1)C(C)(C)CC(C)(C)C)[O-]